2-(3''-chloro-[1,1':3',1''-terphenyl]-3-yl)spiro[fluorene-9,9'-xanthene] ClC=1C=C(C=CC1)C=1C=C(C=CC1)C1=CC(=CC=C1)C1=CC2=C(C=C1)C1=CC=CC=C1C21C2=CC=CC=C2OC=2C=CC=CC12